(2S,3S)-2-heptyl-3-nitrochromane C(CCCCCC)[C@@H]1OC2=CC=CC=C2C[C@@H]1[N+](=O)[O-]